FC1=CC=2OCC(N3CCC4(CCCN4C4=NC(=C5C=NN(C2C=C1)C5=N4)O)C3)=O 15-fluoro-23-hydroxy-12-oxa-2,9,19,20,24,25-hexazahexacyclo[17.5.2.16,9.02,6.013,18.022,26]heptacosa-1(24),13(18),14,16,20,22,25-heptaen-10-one